(3S)-3-[2-(methanesulfonyloxy)ethoxy]-4-(triphenylmethoxy)butyl methanesulfonate CS(=O)(=O)OCC[C@@H](COC(C1=CC=CC=C1)(C1=CC=CC=C1)C1=CC=CC=C1)OCCOS(=O)(=O)C